C(C=C)(=O)N1CCN(CC1)C(=O)C=1C(=CC(N(C1)C1=C(C=CC(=C1)Cl)Cl)=O)O 5-(4-acryloylpiperazine-1-carbonyl)-1-(2,5-dichlorophenyl)-4-hydroxypyridin-2(1H)-one